4-((2-(2-(2-(2-aminoethoxy)ethoxy)ethoxy)ethyl)amino)-2-(2,6-dioxopiperidin-3-yl)isoindoline-1,3-dione NCCOCCOCCOCCNC1=C2C(N(C(C2=CC=C1)=O)C1C(NC(CC1)=O)=O)=O